2-(2,6-dioxopiperidin-3-yl)-5-fluoro-4-((4-((((1R,2S,4R)-1,7,7-trimethylbicyclo[2.2.1]heptan-2-yl)amino)methyl)benzyl)thio)isoindoline-1,3-dione O=C1NC(CCC1N1C(C2=CC=C(C(=C2C1=O)SCC1=CC=C(C=C1)CN[C@@H]1[C@@]2(CC[C@H](C1)C2(C)C)C)F)=O)=O